(S)-2-((tert-butoxycarbonyl)amino)-3-(4-fluorophenyl)propionic acid C(C)(C)(C)OC(=O)N[C@H](C(=O)O)CC1=CC=C(C=C1)F